Cl.CC(COC1=CC=CC2=C1C1=C3C(CCNC3C2)=CC(=C1)O)=C 11-((2-methylallyl)oxy)-5,6,6a,7-tetrahydro-4H-dibenzo[de,g]quinolin-2-ol hydrochloride